N-((2S)-1-((1-(4-chlorothiazol-2-yl)-1-oxo-3-((S)-2-oxopyrrolidin-3-yl)propan-2-yl)amino)-3-cyclohexyl-1-oxopropan-2-yl)-4-methoxy-1H-indole-2-carboxamide ClC=1N=C(SC1)C(C(C[C@H]1C(NCC1)=O)NC([C@H](CC1CCCCC1)NC(=O)C=1NC2=CC=CC(=C2C1)OC)=O)=O